CC1CC(NC1)=O 4-methyl-2-oxopyrrolidine